1-(4-(2,6-dioxopiperidin-3-yl)-2,3-difluorophenyl)piperidine-4-carbaldehyde O=C1NC(CCC1C1=C(C(=C(C=C1)N1CCC(CC1)C=O)F)F)=O